p-phenylenedi(4-methyl-2-oxazoline) C1(=CC=C(C=C1)C=1OCC(N1)C)C=1OCC(N1)C